FC1=CC=C(C=C1)C1(SCCCS1)/C=C/C1=CNC2=CC=CC=C12 (E)-3-(2-(2-(4-fluorophenyl)-1,3-dithian-2-yl)vinyl)-1H-indole